1,3-bis(2-isocyanatoprop-2-yl)cyclohexane N(=C=O)C(C)(C)C1CC(CCC1)C(C)(C)N=C=O